COC1=C(C=CC(=C1)C=1C2=C(N=C(N1)N1[C@H](CC1)C)CCC2)CS(=O)(=O)N (S)-(2-methoxy-4-(2-(2-methylazetidin-1-yl)-6,7-dihydro-5H-cyclopenta[d]pyrimidin-4-yl)phenyl)methanesulfonamide